C(C)(C)(C)OC1=NC(=NC2=C(C=C(C=C12)Cl)F)Cl 4-(tert-butoxy)-2,6-dichloro-8-fluoroquinazoline